Cl.Cl.NC(C(=O)O)CC1=NC=NN1C 2-amino-3-(1-methyl-1H-1,2,4-triazol-5-yl)propanoic acid dihydrochloride